OCC=1C(NC(N([C@H]2C[C@H](O)[C@@H](CO)O2)C1)=O)=O 5-(Hydroxymethyl)-2'-deoxyuridine